2-(7-hydroxy-6-methoxy-4-methyl-2-oxo-2H-chromen-3-yl)acetic acid OC1=C(C=C2C(=C(C(OC2=C1)=O)CC(=O)O)C)OC